C(C1=CC=CC=C1)SC=1C=CC(=NC1)OC(F)(F)F 5-benzylsulfanyl-2-(trifluoromethoxy)pyridine